C(C)[Si]1(N(CCC1)CC(=O)OC)CC 2,2-diethyl-1-(methoxycarbonyl)methyl-1-aza-2-silacyclopentane